C(C)(=O)N1CC2=C(CC1)N(N=C2I)C2CCC(CC2)C2CCN(CC2)C(=O)OCCCC butyl 4-[4-(5-acetyl-3-iodo-6,7-dihydro-4H-pyrazolo[4,3-c]pyridin-1-yl)cyclohexyl]piperidine-1-carboxylate